O=C1OC2=C(N1C1C(NC(CC1)=O)=O)C=CC(=C2)N2CCC(CC2)CN2CCNCC2 3-(2-oxo-6-(4-(piperazin-1-ylmethyl)piperidin-1-yl)benzo[d]oxazol-3(2H)-yl)piperidine-2,6-dione